C(=O)O.C(C)N(CCCNC(=O)C1=CC2=C(N3C(S2)=NC(=C3)C3=CC=C(CNC(OC(C)(C)C)=O)C=C3)C=C1)CC Tert-butyl (4-(7-((3-(diethylamino)propyl)carbamoyl)benzo[d]imidazo[2,1-b]thiazol-2-yl)benzyl)carbamate formate